C(C)(=O)N1CCC2=CC(=C(C=C12)OCC1=CC=CC=C1)OCC1=CC=CC=C1 1-acetyl-5,6-dibenzyloxyindoline